C(C=C)(=O)NC=1C(=CC(=C(C1)NC1=NC=C(C(=N1)C1=CN(C2=CC=CC=C12)C)C(=O)NCC1=CC=C(C=C1)F)OC)N(C)CCN(C)C 2-((5-Acrylamido-4-((2-(dimethylamino)ethyl)(methyl)amino)-2-methoxyphenyl)amino)-N-(4-fluorobenzyl)-4-(1-methyl-1H-indol-3-yl)pyrimidine-5-carboxamide